FC1=CC=C2C(=NC(=NC2=C1)C)N[C@H](C(=O)O)CCN(CCCCC1=NC=2NCCCC2C=C1)CCOC=1C=NC(=CC1)C (S)-2-((7-fluoro-2-methylquinazolin-4-yl)amino)-4-((2-((6-methylpyridin-3-yl)oxy)ethyl)(4-(5,6,7,8-tetrahydro-1,8-naphthyridin-2-yl)butyl)amino)butanoic acid